COC1=C(C=CC=C1C=1C=NN(C1)[C@H]1C(NC2(CC2)CC1)=O)C1=NN(C2=CN=C(C=C21)NC(=O)C2CC2)C (R)-N-(3-(2-methoxy-3-(1-(5-oxo-4-azaspiro[2.5]octan-6-yl)-1H-pyrazol-4-yl)phenyl)-1-methyl-1H-pyrazolo[3,4-c]pyridin-5-yl)cyclopropanecarboxamide